[I-].C(CO)O ethylene glycol iodide